FC1=CC=C(C(=O)C=O)C=C1 (4-fluorobenzoyl)methanone